1,5-dimethyl-4-nitro-1H-imidazole CN1C=NC(=C1C)[N+](=O)[O-]